C1CCC2=C(C=3CCCC3C=C12)NC(=O)N=[S@@](=O)(N)C=1SC(=C(N1)C(C)(C)O)C (S)-N'-((1,2,3,5,6,7-hexahydro-s-indacen-4-yl)carbamoyl)-4-(2-hydroxy-propan-2-yl)-5-methyl-thiazole-2-sulfonimidamide